C(C)OC(C=C1CC2(C1)CCN(CC2)C(=O)OC(C)(C)C)=O tert-butyl 2-(2-ethoxy-2-oxoethylidene)-7-azaspiro[3.5]nonane-7-carboxylate